Cl.FC1=C(CN2C(CN(CC2)CC(C)(C)C)=O)C=CC(=C1)C=1C=2N(C=C(N1)C=1C=NN(C1)C)N=CC2 1-(2-fluoro-4-(6-(1-methyl-1H-pyrazol-4-yl)pyrazolo[1,5-a]pyrazin-4-yl)benzyl)-4-neopentylpiperazin-2-one hydrochloride